(2,3-difluorophenyl)sulfonyl-1H-1,2,3-triazole-4-carboxamide FC1=C(C=CC=C1F)S(=O)(=O)N1N=NC(=C1)C(=O)N